BrC=1C=NN(C1C)[C@@H]1CN(CC1)C(=O)OC(C)(C)C tert-Butyl (3S)-3-(4-bromo-5-methylpyrazol-1-yl)pyrrolidine-1-carboxylate